OC1=C(C=C(C=C1)N1C(C2=CC=C(C=C2CC1)C1=CC=CC=C1)=O)NS(=O)(=O)C N-(2-hydroxy-5-(1-oxo-6-phenyl-3,4-dihydroisoquinolin-2(1H)-yl)phenyl)methanesulfonamide